NC=1NC(C=2N(C(N(C2N1)[C@@H]1O[C@@H](C[C@H]1O)CO)=O)CC(C(F)(F)F)(F)F)=O 2-amino-9-((2R,3R,5S)-3-hydroxy-5-(hydroxymethyl)tetrahydrofuran-2-yl)-7-(2,2,3,3,3-pentafluoropropyl)-7,9-dihydro-1H-purine-6,8-dione